(2R,5S)-5-[2-(methylsulfonyloxy)ethyl]-pyrrolidine-1,2-dicarboxylic acid 1-tert-butyl 2-methyl ester COC(=O)[C@@H]1N([C@@H](CC1)CCOS(=O)(=O)C)C(=O)OC(C)(C)C